CC1=CC=C(C=C1)CS(=O)(=O)Cl P-tolylmethanesulfonyl chloride